(S)-N-(2-chloropyridin-3-yl)-2-(5-phenylthiazol-2-yl)pyrrolidine-1-carboxamide ClC1=NC=CC=C1NC(=O)N1[C@@H](CCC1)C=1SC(=CN1)C1=CC=CC=C1